N-(3,5-bis(trifluoromethyl)phenyl)-2,4,6-triisopropylbenzenesulfonamide FC(C=1C=C(C=C(C1)C(F)(F)F)NS(=O)(=O)C1=C(C=C(C=C1C(C)C)C(C)C)C(C)C)(F)F